Cl.Cl.ClC1=NC(=CC(=C1)CC([C@H](CCCCNC(=O)N1CCN(CC1)CC(=O)O)NC)=O)Cl (S)-2-(4-((6-((2,6-Dichloropyridin-4-yl)methyl)-5-(methylamino)-6-oxohexyl)carbamoyl)piperazin-1-yl)acetic acid dihydrochloride